2-undeceneAldehyde C(C=CCCCCCCCC)=O